CN1N=CC(=C1C)S(=O)(=O)N1CCC(CC1)C=1C=NC=CC1C 3-(1-((1,5-dimethyl-1H-pyrazol-4-yl)sulfonyl)piperidin-4-yl)-4-methylpyridine